C(C)(=O)OC=1C(=NC=CC1OC)C(N[C@@H](C)C1=NC(=NN1C)C1=CC(=CC=C1)C(C)C)=O (S)-2-((1-(3-(3-isopropylphenyl)-1-methyl-1,2,4-triazol-5-yl)ethyl)carbamoyl)-4-methoxypyridin-3-yl acetate